CC1=C(C=CC(=C1OC)[N+](=O)[O-])O methyl-3-methoxy-4-nitrophenol